[I-].C(C)[N+](CC)(CC)CC TetraEthylAmmonium Iodide